(3-(4-bromophenyl)bicyclo[1.1.1]Pentane-1-yl)methanol BrC1=CC=C(C=C1)C12CC(C1)(C2)CO